C1(=CC=CC=C1)S(=O)(=O)C1=CC=C(C=C1)NC(=O)C=1C=NC=CC1 N-[4-(benzenesulfonyl)phenyl]pyridine-3-carboxamide